2-(2,6-dichlorophenyl)-5-((6-(5-methyl-[1,2,4]triazolo[4,3-a]pyridin-3-yl)pyridin-3-yl)amino)-2H-1,2,3-triazole-4-carboxamide ClC1=C(C(=CC=C1)Cl)N1N=C(C(=N1)C(=O)N)NC=1C=NC(=CC1)C1=NN=C2N1C(=CC=C2)C